COC[C@H]1N(CCC1)S(=O)(=O)N (2S)-2-(methoxymethyl)pyrrolidine-1-sulfonamide